Cl.ClC1=CC=C(S1)CNC1=CC(=NN1C(C1=C(C=CC=C1)OC)=O)C1CCNCC1 N-[(5-chlorothiophen-2-yl)methyl]-1-(2-methoxybenzoyl)-3-(piperidin-4-yl)-1H-pyrazol-5-amine hydrochloride